C(C)(C)(C)OC(=O)N1CCC(CC1)C(CCC)=O 4-butyrylpiperidine-1-carboxylic acid tert-butyl ester